3-(3-methyl-2-oxo-5-(piperidin-4-yl)-2,3-dihydro-1H-benzo[d]imidazol-1-yl)piperidine CN1C(N(C2=C1C=C(C=C2)C2CCNCC2)C2CNCCC2)=O